OC1=NC(=C(C(=N1)C(=O)OC)Cl)O methyl 2,6-dihydroxyl-5-chloro-4-pyrimidinecarboxylate